(R)-5-hydroxy-4-(4'-hydroxy-3'-methoxyphenyl)-7-methylchroman-2-one OC1=C2[C@H](CC(OC2=CC(=C1)C)=O)C1=CC(=C(C=C1)O)OC